5-chloro-2-(2,2-diphenyl-ethyl)pyridine ClC=1C=CC(=NC1)CC(C1=CC=CC=C1)C1=CC=CC=C1